COC1=NC(=NC(=N1)OC)N1N=NC(=C1C)C(C)=O 1-(1-(4,6-dimethoxy-1,3,5-triazin-2-yl)-5-methyl-1H-1,2,3-triazol-4-yl)ethan-1-one